(Oxan-2-yl)methanol O1C(CCCC1)CO